Cl[Pd](C1=CC(=CC=C1)C(C)(C)C)(C1=CC(=CC=C1)C(C)(C)C)Cl dichlorobis[3-tert-butylphenyl]palladium